5-(4-cyclopropylphenyl)thiazolo[5,4-b]pyridin-2-amine C1(CC1)C1=CC=C(C=C1)C1=CC=C2C(=N1)SC(=N2)N